O.O.C(CC(O)(C(=O)[O-])CC(=O)[O-])(=O)[O-].[Na+].[Na+].[Na+] Tri-Natrium citrat-Dihydrat